ClC1=CC(=NC2=C(C(=C(C=C12)Cl)C1=CC=C(C2=C1N=C(S2)NC(OC(C)(C)C)=O)F)F)OC[C@]21CCCN1C[C@@H](C2)F tert-Butyl (4-(4,6-dichloro-8-fluoro-2-(((2R,7aS)-2-fluorotetrahydro-1H-pyrrolizin-7a(5H)-yl)methoxy)quinolin-7-yl)-7-fluorobenzo[d]thiazol-2-yl)carbamate